CC1=CC=2N(C=C1)C(=CN2)B2OC(C(O2)(C)C)(C)C 7-methyl-3-(4,4,5,5-tetramethyl-1,3,2-dioxaborolan-2-yl)imidazo[1,2-a]pyridine